FC=1C=C(CN2N=C3N([C@H](CCC3)C(=O)N3CCCC3)C2=O)C=C(C1)C(F)(F)F |r| (5RS)-2-[3-Fluoro-5-(trifluoromethyl)benzyl]-5-(pyrrolidin-1-ylcarbonyl)-5,6,7,8-tetrahydro[1,2,4]triazolo[4,3-a]pyridin-3(2H)-one